5-{[4-(2-methoxyacetamido)phenyl]sulfonamido}-1,3-thiazole-4-carboxylic acid COCC(=O)NC1=CC=C(C=C1)S(=O)(=O)NC1=C(N=CS1)C(=O)O